(2S)-oxetan-2-yl-methanol O1[C@@H](CC1)CO